N-(1-(6-((1,1-dimethyl-2,3-dihydro-1H-inden-2-yl)amino)pyridin-3-yl)-2,2,2-trifluoroethyl)-N-methylazetidine-3-carboxamide CC1(C(CC2=CC=CC=C12)NC1=CC=C(C=N1)C(C(F)(F)F)N(C(=O)C1CNC1)C)C